C(C)(=O)OC(C(=O)OCC)C1=C2C=C(N=CC2=CC=C1F)N(C(=O)OC(C)(C)C)C(=O)OC(C)(C)C ethyl 2-acetoxy-2-(3-(bis(tert-butoxycarbonyl)amino)-6-fluoroisoquinolin-5-yl)acetate